3-fluoro-2,4-dimethylbenzene-1-sulfonyl chloride FC=1C(=C(C=CC1C)S(=O)(=O)Cl)C